1,3-dimethyl-N-[2-(1-methylpyrrolidin-2-yl)imidazo[1,2-a]pyridin-6-yl]-1H-thieno[2,3-c]pyrazole-5-carboxamide CN1N=C(C2=C1SC(=C2)C(=O)NC=2C=CC=1N(C2)C=C(N1)C1N(CCC1)C)C